1-Tert-butyl 4-(6-chloro-7-fluoro-2-(4-(5-fluoro-3-methoxypyridin-2-yl)piperazine-1-carbonyl)-1H-indol-4-yl)-5-ethyl-5,6-dihydropyridine-1(2H)-carboxylate ClC1=CC(=C2C=C(NC2=C1F)C(=O)N1CCN(CC1)C1=NC=C(C=C1OC)F)C1=CCN(CC1CC)C(=O)OC(C)(C)C